6-isocyano-3-(oxetan-2-ylmethyl)-3H-imidazo[4,5-c]pyridine [N+](#[C-])C1=CC2=C(C=N1)N(C=N2)CC2OCC2